2-{3-[(3,3-difluorocyclobutyl)methoxy][1,4'-bipiperidine]-1'-yl}-N-[(3,5-difluoropyridin-2-yl)methyl]-1,3-thiazole-5-carboxamide FC1(CC(C1)COC1CN(CCC1)C1CCN(CC1)C=1SC(=CN1)C(=O)NCC1=NC=C(C=C1F)F)F